COC1=C(C(=CC=C1)C)NNC(C(=O)OC)C(CC(=O)OC)=O dimethyl 2-(2-(2-methoxy-6-methylphenyl) hydrazino)-3-oxoglutarate